2-(2-nitrophenyl)-6,8-diphenylimidazo[1,2-a]pyridine [N+](=O)([O-])C1=C(C=CC=C1)C=1N=C2N(C=C(C=C2C2=CC=CC=C2)C2=CC=CC=C2)C1